C(C)(C)(C)OC(=O)N(C1=CC(=NC=2N1N=CC2C(C)C)Cl)CC=2C=C(C=CC2)NC2CN(C2)C(=O)OC(C)(C)C tert-butyl 3-((3-(((tert-butoxycarbonyl)(5-chloro-3-isopropylpyrazolo[1,5-a]pyrimidin-7-yl)amino)methyl)phenyl)amino)azetidine-1-carboxylate